COC1=CC=C(C=C1)N1C(C=CC2=C1N=C(N=C2)NCC(F)(F)F)=O 8-(4-methoxyphenyl)-2-(2,2,2-trifluoroethylamino)pyrido[2,3-d]pyrimidin-7(8H)-one